4-(2-(bis(2-methoxyethyl)amino)-6-(5,6-dihydroimidazo[1,2-a]pyrazin-7(8H)-yl)-8-(4-methoxypiperidin-1-yl)pyrimido[5,4-d]pyrimidin-4-yl)-1-methylpiperazin-2-one COCCN(C=1N=C(C2=C(N1)C(=NC(=N2)N2CC=1N(CC2)C=CN1)N1CCC(CC1)OC)N1CC(N(CC1)C)=O)CCOC